COC1=CC=C(CN(S(=O)(=O)[C@H](CC2OCCC2)[C@@H](CC=C)C)CC2=CC=C(C=C2)OC)C=C1 (2R,3R)-N,N-BIS(4-METHOXYBENZYL)-3-METHYL-1-(TETRAHYDRO-2-FURANYL)-5-HEXENE-2-SULFONAMIDE